C1(CCCC1)N1C2=NC(=NC=C2N=C1NC1=CC=CC=C1)NC1=CC=C(C=C1)N1CCN(CC1)CC1=C(C=CC=C1)NC1C(NC(CC1)=O)=O 3-((2-((4-(4-((9-cyclopentyl-8-(phenylamino)-9H-purin-2-yl)amino)phenyl)piperazin-1-yl)methyl)phenyl)amino)piperidine-2,6-dione